4-[2-(N-(3,3-difluorocyclohexyl)-2-fluoro-anilino)-2-oxo-ethyl]-1-[methyl(phenyl)carbamoyl]piperidine-4-carboxylic acid FC1(CC(CCC1)N(C1=C(C=CC=C1)F)C(CC1(CCN(CC1)C(N(C1=CC=CC=C1)C)=O)C(=O)O)=O)F